1'-C-Cyano-5-methyluridine C(#N)[C@@]1([C@H](O)[C@H](O)[C@@H](CO)O1)N1C(=O)NC(=O)C(=C1)C